CN(C(=O)C1N(C1)S(=O)(=O)C1=CC=C(C=C1)CCCCC)C N,N-Dimethyl-1-(4-pentylphenyl)sulfonyl-aziridine-2-carboxamide